C(C)OC(=O)OCOC(=O)C=1SC(=CC1OCC)C1=NC=NC(=C1)NCCN1C(=CC2=C(C=CC(=C12)F)OC)C#N 5-{6-[2-(2-Cyano-7-fluoro-4-methoxy-indol-1-yl)-ethylamino]-pyrimidin-4-yl}-3-ethoxy-thiophene-2-carboxylic acid ethoxycarbonyloxymethyl ester